NC=1C=2N(C=CN1)C(=NC2C2=CC(=C(CNC(C1=C(C=CC=C1)OC)=O)C=C2)F)C2COC(CC2)CO N-(4-(8-amino-3-(6-(hydroxymethyl)tetrahydro-2H-pyran-3-yl)imidazo[1,5-a]pyrazin-1-yl)-2-fluorobenzyl)-2-methoxybenzamide